FC=1C=C(C=CC1)C=CC(=O)NC(C)C1=CC2=C(OCCO2)C=C1 3-(3-Fluorophenyl)-N-[1-(2,3-dihydrobenzo[1,4]dioxin-6-yl)-ethyl]acrylamide